C1=CC(=CC=C1NC(=O)C2=C(C(=CC(=C2)Br)Br)O)Br tribromosalicylanilide